CC1=CC=C(C=C1)S(=O)(=O)OC1SOCC1 (1,1-dioxathiolan-3-yl) 4-toluenesulfonate